tert-butyl 3-((7-(8-chloronaphthalen-1-yl)-2-(((S)-1-methylpyrrolidin-2-yl)methoxy)-5,6,7,8-tetrahydropyrido[3,4-d]pyrimidin-4-yl)(methyl)amino)pyrrolidine-1-carboxylate ClC=1C=CC=C2C=CC=C(C12)N1CC=2N=C(N=C(C2CC1)N(C1CN(CC1)C(=O)OC(C)(C)C)C)OC[C@H]1N(CCC1)C